ClC=1C2=CN(N=C2C(=C(C1)C1=CC=C(C=C1)C1CN(C1)CCO)Cl)C(C(=O)NC=1SC=CN1)C1=C2N(C=N1)C[C@@H](C2)F 2-(4,7-dichloro-6-(4-(1-(2-hydroxyethyl)azetidin-3-yl)phenyl)-2H-indazol-2-yl)-2-((R)-6-fluoro-6,7-dihydro-5H-pyrrolo[1,2-c]imidazol-1-yl)-N-(thiazol-2-yl)acetamide